C(C)OC(=O)N1CC2(C1)C[C@@H](CC2)N2CCN(CC2)C2=NC=CC=C2B(O)O (R)-(2-(4-(2-(ethoxycarbonyl)-2-azaspiro[3.4]octan-6-yl)piperazin-1-yl)pyridin-3-yl)boronic acid